2-(2-(3-(3-methoxyphenyl)ureido)benzyloxy)benzamide COC=1C=C(C=CC1)NC(NC1=C(COC2=C(C(=O)N)C=CC=C2)C=CC=C1)=O